C(C)(C)(C)OC(NC(C(=O)NC1=CC=C(C=C1)C=1C=NC(=C(C1)NS(=O)(=O)C1=CC=CC=C1)Cl)C(C)C)=O (1-((4-(6-chloro-5-(phenylsulfonylamino)pyridin-3-yl)phenyl)amino)-3-methyl-1-oxobutan-2-yl)carbamic acid tert-butyl ester